O=C1C=CC(=NN1)C1=CC=C(S1)S(=O)(=O)N1CCN(CC1)C1=C(C#N)C=CC=N1 2-(4-((5-(6-oxo-1,6-dihydropyridazin-3-yl)thiophen-2-yl)sulfonyl)piperazin-1-yl)nicotinonitrile